(1S,2S)-N-(6-((8-bromo-6-cyclopropylimidazo[1,2-a]pyridin-2-yl)methoxy)pyridazin-4-yl)-2-(4-methylpyrimidin-2-yl)cyclopropane-1-carboxamide BrC=1C=2N(C=C(C1)C1CC1)C=C(N2)COC2=CC(=CN=N2)NC(=O)[C@@H]2[C@H](C2)C2=NC=CC(=N2)C